Cl.Cl.ClC=1C=C(C=NC1N1CCNCC1)COC=1C=C(C=CC1)CN [3-[(5-chloro-6-piperazin-1-yl-3-pyridinyl)methoxy]phenyl]methylamine dihydrochloride